4-(3-Chloro-2-fluoro-6-methoxyphenyl)-6-methyl-N-(5-(2-(((S)-tetrahydrofuran-3-yl)oxy)ethoxy)-1,3,4-thiadiazol-2-yl)nicotinamide ClC=1C(=C(C(=CC1)OC)C1=CC(=NC=C1C(=O)NC=1SC(=NN1)OCCO[C@@H]1COCC1)C)F